FC(CCN(C)C)(C1=CC(=CC=C1)B1OC(C(O1)(C)C)(C)C)F 3,3-difluoro-N,N-dimethyl-3-(3-(4,4,5,5-tetramethyl-1,3,2-dioxaborolan-2-yl)phenyl)Propan-1-amine